(R)-6-(2-aminopyrimidin-5-yl)-2-(((cyclobutylsulfinyl)methyl)thio)-4-(3-(dimethylamino)-1-methyl-1H-pyrazol-5-yl)nicotinonitrile NC1=NC=C(C=N1)C1=NC(=C(C#N)C(=C1)C1=CC(=NN1C)N(C)C)SC[S@](=O)C1CCC1